C1(OCCCO1)=O Trimethylene carbonat